C(C)OC(=O)C1CC=CCC1 cyclohex-3-ene-1-carboxylic acid ethyl ester